FC=1C=C2C(C=C(OC2=C(C1)C(C)NC1=C(C(=O)OC(C)(C)C)C=CC=C1)C=1C=CC=2N(C1)C=C(N2)C)=O tert-Butyl 2-[1-[6-fluoro-2-(2-methylimidazo[1,2-a]pyridin-6-yl)-4-oxo-chromen-8-yl]ethylamino]benzoate